BrC1=CC=C(O1)C(=O)[O-] 5-bromo-2-furoate